(1R,5S,6s*)-N-(3-chlorobenzyl)-3-(5-(5-fluoro-2-methoxypyridin-4-yl)-1H-pyrazole-3-carbonyl)-3-azabicyclo[3.1.1]heptane-6-carboxamide ClC=1C=C(CNC(=O)C2[C@H]3CN(C[C@@H]2C3)C(=O)C3=NNC(=C3)C3=CC(=NC=C3F)OC)C=CC1